C(C=C)(=O)N1CC(C1)C1CCNC=2N1N=C(C2C(=O)N)C2=CC(=C(C=C2)OC2=CC=CC=C2)Cl 7-(1-acryloylazetidin-3-yl)-2-(3-chloro-4-phenoxyphenyl)-4,5,6,7-tetrahydropyrazolo[1,5-a]pyrimidine-3-carboxamide